(R)-4-(3-(1,1-difluoroethyl)azetidine-1-yl)butane FC(C)(F)C1CN(C1)CCCC